thiopheneamidocyclohexanoic acid S1C(=CC=C1)C(=O)NC1(CCCCC1)C(=O)O